(3S,10S)-7-(4-acryloylpiperazin-1-yl)-10-(5-chloro-2,4-dichlorophenyl)-3-((methoxymethoxy)methyl)-9-(trifluoromethyl)-2,3-dihydro-5H-[1,4]thiazino[2,3,4-ij]quinazolin-5-one C(C=C)(=O)N1CCN(CC1)C1=NC(N2C3=C(C(=C(C=C13)C(F)(F)F)C1=C(C=C(C(=C1)Cl)Cl)Cl)SC[C@@H]2COCOC)=O